N1=CC(=CC=C1)C1=CSC2=C1N=CN=C2 7-pyridin-3-ylthieno[3,2-d]pyrimidin